C(N)(=O)C=1C(=NC(=C(C(=O)O)C1C=1SC(=CC1)C(N[C@@H]1CCC2=CC=CC=C12)=O)COC1=CC=C(C=C1)F)CC(C)C (R)-5-carbamoyl-4-(5-((2,3-dihydro-1H-inden-1-yl)carbamoyl)thiophen-2-yl)-2-((4-fluorophenoxy)methyl)-6-isobutylnicotinic acid